C(CCC)C1OC(OC(O1)CCCC)CCCC 2,4,6-tris(n-butyl)-1,3,5-trioxane